3-(4-chloro-3-fluorophenyl)-5-(2-(3,3-difluoroazetidin-1-yl)-2-oxoethyl)-1H-pyrrolo[3,2-c]pyridin-4(5H)-one ClC1=C(C=C(C=C1)C1=CNC2=C1C(N(C=C2)CC(=O)N2CC(C2)(F)F)=O)F